(3-(5-(trifluoromethyl)-1,2,4-oxadiazol-3-yl)-6,7-dihydrothieno[3,2-c]pyridin-5(4H)-yl)(4-(trifluoromethyl)phenyl)methanone FC(C1=NC(=NO1)C1=CSC2=C1CN(CC2)C(=O)C2=CC=C(C=C2)C(F)(F)F)(F)F